Cl.C(=O)[O-].C(C)(=O)C1=CC=C(C=C1)N1C(N2N(CC=C3C2C=2C=CC(=CC2OC3(C)C)[N+]3=CC=CC=C3)C1=O)=O 2-(4-acetylphenyl)-7,7-dimethyl-1,3-dioxo-2,3,5,12b-tetrahydro-1H,7H-chromeno[4,3-c][1,2,4]triazolo[1,2-a]pyridazin-10-ylpyridinium formate hydrochloride